FC(C(=O)O)(F)F.FC(C(=O)O)(F)F.C(C)(=O)NC(C(=O)O)CC=O 2-acetamido-4-oxobutanoic acid bistrifluoroacetate